2,4-dichloro-N-cyclopropyl-5-[1-[2,4-dimethyl-5-(1,1,2-trifluoropropoxy)pyrazol-3-yl]pyrazol-4-yl]benzamide ClC1=C(C(=O)NC2CC2)C=C(C(=C1)Cl)C=1C=NN(C1)C=1N(N=C(C1C)OC(C(C)F)(F)F)C